(2R)-6-chloro-N-{4-[2-(4-chloro-3-fluorophenoxy)acetamido]bicyclo[2.1.1]hexan-1-yl}-4-oxo-3,4-dihydro-2H-1-benzopyran-2-carboxamide ClC=1C=CC2=C(C(C[C@@H](O2)C(=O)NC23CCC(C2)(C3)NC(COC3=CC(=C(C=C3)Cl)F)=O)=O)C1